N1(N=NC=C1)CCCNC=1C2=C(N=C(N1)OCC13CCCN3CCC1)C(=C(N=C2)C2=CC=CC1=CC=CC(=C21)F)F N-(3-(1H-1,2,3-triazol-1-yl)propyl)-8-fluoro-7-(8-fluoronaphthalen-1-yl)-2-((tetrahydro-1H-pyrrolizin-7a(5H)-yl)methoxy)pyrido[4,3-d]pyrimidin-4-amine